5-[7-[[5-(3-methoxyazetidine-1-carbonyl)-2-pyridinyl]amino]-3-methyl-imidazo[4,5-b]pyridin-5-yl]oxy-4-methyl-pyridine-2-carbonitrile COC1CN(C1)C(=O)C=1C=CC(=NC1)NC1=C2C(=NC(=C1)OC=1C(=CC(=NC1)C#N)C)N(C=N2)C